P(=O)(OC1=C2C(=CNC2=CC=C1)C[C@H]1N(CCC1)C([2H])([2H])[2H])(O)O (S)-3-((1-(methyl-d3) pyrrolidin-2-yl) methyl)-1H-indol-4-yl dihydrogen phosphate